tert-butyl 4-{4-[1-(2,6-dioxopiperidin-3-yl)-3-methyl-2-oxo-1,3-benzodiazol-5-yl]phenyl}piperidine-1-carboxylate O=C1NC(CCC1N1C(N(C2=C1C=CC(=C2)C2=CC=C(C=C2)C2CCN(CC2)C(=O)OC(C)(C)C)C)=O)=O